ethyl 3-(4-((4-carbamimidoyl-2,6-dimethylbenzyl)amino)-6-((6-cyclopropylimidazo[1,2-a]pyridin-2-yl)methoxy)pyrimidin-2-yl)-2,2-dimethylpropanoate formic acid salt C(=O)O.C(N)(=N)C1=CC(=C(CNC2=NC(=NC(=C2)OCC=2N=C3N(C=C(C=C3)C3CC3)C2)CC(C(=O)OCC)(C)C)C(=C1)C)C